di-(1,4-dimethylpentyl)p-phenylenediamine CC(CCC(C)C)NC1=CC=C(C=C1)NC(CCC(C)C)C